1-((8-(chloromethyl)-6-cyclopropylimidazo[1,2-a]pyridin-2-yl)methyl)-N-(2-fluoro-3-methoxy-6-(1H-tetrazol-1-yl)benzyl)-1H-1,2,3-triazole-4-carboxamide ClCC=1C=2N(C=C(C1)C1CC1)C=C(N2)CN2N=NC(=C2)C(=O)NCC2=C(C(=CC=C2N2N=NN=C2)OC)F